ClC=1C=C(C=CC1)C[C@H]1C(C(C(N1)=O)(F)F)O (5S)-5-[(3-chlorophenyl)methyl]-3,3-difluoro-4-hydroxypyrrolidin-2-one